[1-(fluoromethyl)cyclopropyl]-1-(3-methoxypropyl)-3-(5-methyl-1,3,4-thiadiazol-2-yl)-2-oxo-benzimidazole-5-sulfonamide FCC1(CC1)C1=C(C=CC=2N(C(N(C21)C=2SC(=NN2)C)=O)CCCOC)S(=O)(=O)N